tert-butyl 3-(2-(3-((2-((S)-2-acetamido-4-(tert-butoxy)-4-oxobutanamido)-3-phenylpropanamido)methyl)-4-methylphenoxy)ethyl)piperidine-1-carboxylate C(C)(=O)N[C@H](C(=O)NC(C(=O)NCC=1C=C(OCCC2CN(CCC2)C(=O)OC(C)(C)C)C=CC1C)CC1=CC=CC=C1)CC(=O)OC(C)(C)C